C(C)OS(=O)(=O)[O-].C(=O)(C(=C)C)CC[N+](CC)(C)C 2-methacryl-N,N-dimethyl-N-ethylethan-1-aminium ethylsulfate